Cl.Cl.CN1N=CC(=C1)C1=NN2C(C(=CC=C2)C2=NC=C(N=C2)N2CCNCC2)=C1C#N (1-methyl-1H-pyrazol-4-yl)-4-(5-(piperazin-1-yl)pyrazin-2-yl)pyrazolo[1,5-a]pyridine-3-carbonitrile dihydrochloride